3-[6-[(3R,4S)-3-fluoro-1-(4-piperidylmethyl)-4-piperidyl]-1-methyl-indazol-3-yl]piperidine-2,6-dione F[C@H]1CN(CC[C@H]1C1=CC=C2C(=NN(C2=C1)C)C1C(NC(CC1)=O)=O)CC1CCNCC1